ClC1=NC=C(N=C1)C=1C=NC(=CC1)OC(C(C)C)C(F)(F)F 2-chloro-5-[6-[2-methyl-1-(trifluoromethyl)propoxy]-3-pyridyl]pyrazine